[Si](C1=CC=CC=C1)(C1=CC=CC=C1)(C(C)(C)C)OC[C@H](C1(CC1)OC1OCCCC1)NCC1(CC1)C#N ([(1R)-2-[(tert-butyldiphenylsilyl)oxy]-1-[1-(oxan-2-yloxy)cyclopropyl]ethyl]aminomethyl)cyclopropane-1-carbonitrile